C(=O)(O)[C@@H](CC=1C=C(C=CC1)CN(CC1=CC(=CC=C1)C[C@H](C(=O)O)[C@@H]1CNCC1)CC=1C=C(C=CC1)C[C@H](C(=O)O)[C@@H]1CNCC1)[C@@H]1CNCC1 (2S)-3-[3-[[Bis[[3-[(2S)-2-carboxy-2-[(3R)-pyrrolidin-3-yl]ethyl]phenyl]methyl]amino]methyl]phenyl]-2-[(3R)-pyrrolidin-3-yl]propanoic acid